6-((8-((2-(2,6-dioxopiperidin-3-yl)-1,3-dioxoisoindolin-4-yl)amino)octyl)amino)-4-ethylpyridine-3,5-dicarbonitrile O=C1NC(CCC1N1C(C2=CC=CC(=C2C1=O)NCCCCCCCCNC1=C(C(=C(C=N1)C#N)CC)C#N)=O)=O